N-[(1,1':4',1''-terphenyl)-4-yl]-N-[4-(4,4,5,5-tetramethyl-1,3,2-dioxaborolan-2-yl)phenyl]dibenzothiophen-4-amine C1(=CC=C(C=C1)N(C1=CC=CC2=C1SC1=C2C=CC=C1)C1=CC=C(C=C1)B1OC(C(O1)(C)C)(C)C)C1=CC=C(C=C1)C1=CC=CC=C1